P(=O)([O-])([O-])[O-].[K+].[K+].[K+] Kalium phosphate